FC(C=1C=C(C=CC1N1N=CC=C1)C1=NN(C(=C1C(=O)N)C(F)(F)F)C1=CC=CN2C1=NC=CC2=O)F (3-difluoromethyl-4-(1H-pyrazol-1-yl)phenyl)-1-(4-oxo-4H-pyrido[1,2-a]pyrimidin-9-yl)-5-(trifluoromethyl)-1H-pyrazole-4-carboxamide